3,3-dibromo-6-chloro-1-((2-(trimethylsilyl)ethoxy)methyl)-1,3-dihydro-2H-pyrrolo[2,3-b]pyridin-2-one BrC1(C(N(C2=NC(=CC=C21)Cl)COCC[Si](C)(C)C)=O)Br